BrC1(CC=2C(C3=CC=CC=C3C2C=C1)(CC)CC)Br 2-bromo(2-bromo-9,9-diethyl-fluorene)